[Hf+4].C[N-]C.C[N-]C.C[N-]C.C[N-]C (dimethylamide) hafnium (IV)